[4-(3,5-dichloro-2-pyridinyl)piperazine-1-carbonyl]-4-ethoxy-2-[4-(trifluoromethyl)-phenyl]-benzonitrile ClC=1C(=NC=C(C1)Cl)N1CCN(CC1)C(=O)C=1C(=C(C#N)C=CC1OCC)C1=CC=C(C=C1)C(F)(F)F